NC=1N=C(C=C2C=C(N=CC12)NC(=O)[C@H]1[C@H](C1)F)Cl (1s,2s)-N-(8-amino-6-chloro-2,7-naphthyridin-3-yl)-2-fluoro-cyclopropanecarboxamide